2,2,2-trifluoroethyl (R)-3,3-difluoro-4-(2-methyl-5-((2-(trifluoromethyl)pyridin-3-yl)-methoxy)benzofuran-3-carboxamido)pyrrolidine-1-carboxylate FC1(CN(C[C@H]1NC(=O)C1=C(OC2=C1C=C(C=C2)OCC=2C(=NC=CC2)C(F)(F)F)C)C(=O)OCC(F)(F)F)F